C(C)(C)(C)OC(=O)N1C(CC1)C1=CC=CC=2NC(N(C21)C)=O (3-methyl-2-oxo-1H-benzoimidazol-4-yl)azetidine-1-carboxylic acid tert-butyl ester